FC1=C(C=CC(=C1)F)C1=NC(=CC=2N1C(C(=C(N2)C)C)=O)B2OC(C(O2)(C)C)(C)C 6-(2,4-difluorophenyl)-2,3-dimethyl-8-(4,4,5,5-tetramethyl-1,3,2-dioxaborolan-2-yl)-4H-pyrimido[1,6-a]pyrimidin-4-one